C(C)C1=C(C=CC(=C1)N1C[C@H](NCC1)C)NC1=NC=C(C(=N1)C1=CC2=C(CNCCS2(=O)=O)S1)C(F)(F)F (R)-7-(2-((2-ethyl-4-(3-methylpiperazin-1-yl)phenyl)amino)-5-(trifluoromethyl)pyrimidin-4-yl)-2,3,4,5-tetrahydrothieno[2,3-f][1,4]thiazepine 1,1-dioxide